C1OC2=C(C=C(C=C2)CC[Mg]Br)O1 2-(1,2-methylenedioxybenzene-4-yl)ethylmagnesium bromide